tert-butyl (3R,4S)-3-(4-cyanophenyl)-4-hydroxypiperidine-1-carboxylate C(#N)C1=CC=C(C=C1)[C@@H]1CN(CC[C@@H]1O)C(=O)OC(C)(C)C